NC(CCO[Si](OC)(C)CCCN)C (2-aminopropyl)-3-aminopropyl-methyl-dimethoxysilane